1,3,5-tris(pyren-1-yl)benzene C1(=CC=C2C=CC3=CC=CC4=CC=C1C2=C34)C3=CC(=CC(=C3)C3=CC=C4C=CC2=CC=CC1=CC=C3C4=C21)C2=CC=C1C=CC4=CC=CC3=CC=C2C1=C43